ClC=1C=C(C=C(C1)Cl)N1CCC(CC1)OC=1N=NNC1C(=O)O 4-((1-(3,5-dichlorophenyl)piperidin-4-yl)oxy)-1H-1,2,3-triazole-5-carboxylic acid